C(C1=CC=CC=C1)NC(CC1=CC=C(C=N1)C1=CC=C(OCC2=NC=C(C=N2)C(=O)NO)C=C1)=O 2-((4-(6-(2-(Benzylamino)-2-oxoethyl)pyridin-3-yl)phenoxy)methyl)-N-hydroxypyrimidine-5-carboxamide